propenyl acetate C(C)(=O)OC=CC